NC1=CC=C(OCCN2CCN(CC2)C=2C=C(C=NC2)O)C=C1 5-(4-(2-(4-Aminophenoxy)ethyl)piperazin-1-yl)-3-hydroxypyridine